C(C1=CC=CC=C1)(=O)C1=NC2=CC=C(C=C2C(N1)=O)OC 2-benzoyl-6-methoxyquinazolin-4(3H)-one